(3R)-3'-[(3-chloro-2-methoxyphenyl)amino]-2'-(3-fluoropyridin-4-yl)-5',6'-dihydro-1'h-spiro[oxolane-3,7'-pyrrolo[3,2-c]pyridin]-4'-one ClC=1C(=C(C=CC1)NC1=C(NC2=C1C(NC[C@@]21COCC1)=O)C1=C(C=NC=C1)F)OC